C1(=CC=C(C=C1)CN1CCNCCCNCCNCCC1)CN1CCNCCCNCCNCCC1 1,1'-[1,4-phenylenedi(methylene)]bis[1,4,8,11-tetraazacyclotetradecane]